2-(azetidin-3-yl)-6-chloropyridine N1CC(C1)C1=NC(=CC=C1)Cl